4-(2,6-difluorophenyl)-6-fluoro-1,2-benzoxazol-3-amine FC1=C(C(=CC=C1)F)C1=CC(=CC2=C1C(=NO2)N)F